COC(=O)C=1C=C2NC([C@H]3N(C2=CC1)CCNC3)=O (S)-5-oxo-2,3,4,4a,5,6-hexahydro-1H-pyrazino[1,2-a]quinoxaline-8-carboxylic acid methyl ester